CC1=NC=C(C=N1)C(C(=O)O)CC (2-methylpyrimidin-5-yl)butanoic acid